C(C)CN(P(=O)(O)C#N)C.O=P(C#N)(N(C)C)OCC tabun (ethyl dimethylamidocyanophosphate)